1,5-diaminopentane adipate C(CCCCC(=O)O)(=O)O.NCCCCCN